S(=O)(=O)([O-])[O-].N(=O)[Fe+2] nitrosoiron sulfate